ClC1=CC=C(CNC(=O)C2=CC=3C(=C(N=NC3)OCC3(CC3)S(=O)(=O)C(CO)(C)C)N(C2=O)C)C=C1 N-(4-chlorobenzyl)-8-((1-((1-hydroxy-2-methylpropan-2-yl)sulfonyl)cyclopropyl)methoxy)-1-methyl-2-oxo-1,2-dihydropyrido[2,3-d]pyridazine-3-carboxamide